1-N'-(4-fluorophenyl)-1-N-[4-[7-(1H-pyrazol-5-yl)quinolin-4-yl]Oxyphenyl]Cyclopropane-1,1-dicarboxamide FC1=CC=C(C=C1)NC(=O)C1(CC1)C(=O)NC1=CC=C(C=C1)OC1=CC=NC2=CC(=CC=C12)C1=CC=NN1